C(#N)C1=NC2=CC(=CC(=C2N=C1N1CC(C1)C=1C=NC=CC1)[C@@H](C)NC1=C(C(=O)O)C=CC=C1)C (R)-2-((1-(2-cyano-7-methyl-3-(3-(pyridin-3-yl)azetidin-1-yl)quinoxalin-5-yl)ethyl)amino)benzoic acid